(5R)-N-[(3S)-9-fluoro-2-oxo-5-phenyl-1,3-dihydro-1,4-benzodiazepin-3-yl]-2-[2-fluoro-6-(propan-2-ylamino)pyridin-3-yl]-5-methyl-6,7-dihydro-5H-pyrazolo[5,1-b][1,3]oxazine-3-carboxamide FC1=CC=CC=2C(=N[C@@H](C(NC21)=O)NC(=O)C=2C(=NN1C2O[C@@H](CC1)C)C=1C(=NC(=CC1)NC(C)C)F)C1=CC=CC=C1